Benzenesulfinic Acid Tributylamine Salt C(CCC)N(CCCC)CCCC.C1(=CC=CC=C1)S(=O)O